benzyl (3S)-3-(((benzyloxy) carbonyl) amino)-6-fluoroazepan-1-carboxylate C(C1=CC=CC=C1)OC(=O)N[C@@H]1CN(CC(CC1)F)C(=O)OCC1=CC=CC=C1